7-bromo-6-chloro-4-hydroxyquinazolin-2(1H)-one BrC1=C(C=C2C(=NC(NC2=C1)=O)O)Cl